7-(2,2-Difluoroethyl)-3-oxa-7-azabicyclo[3.3.1]nonan-9-yl(8-amino-7-fluoro-6-(4-methyl-5,6,7,8-tetrahydro-1,5-naphthyridin-3-yl)isoquinolin-3-yl)carbamate FC(CN1CC2COCC(C1)C2N(C([O-])=O)C=2N=CC1=C(C(=C(C=C1C2)C=2C=NC=1CCCNC1C2C)F)N)F